[I-].C(CCC)N(C1=CC=C(/C=C/C2=CCN(C=C2)C)C=C1)CCCC trans-4-[4-(dibutylamino)styryl]-1-methylpyridine iodide